Cl.C(C1=CC=CC=C1)OC=1C=C(C=NC1)B(O)O 5-(BENZYLOXY)PYRIDINE-3-BORONIC ACID-HCL